ethyl-1-(4-bromo-5-(isopropylthio)thiazol-2-yl)-4-(3-fluorophenyl)-3-methyl-1H-pyrazole C(C)C1=C(C(=NN1C=1SC(=C(N1)Br)SC(C)C)C)C1=CC(=CC=C1)F